Tert-butyl (4-methoxypiperidin-4-yl)methylcarbamate COC1(CCNCC1)CNC(OC(C)(C)C)=O